3-methyl-1-(trifluoromethyl)-1H-pyrazole-4-carboxamide CC1=NN(C=C1C(=O)N)C(F)(F)F